N-(2-(4,4-difluorocyclohexyl)-4-(2,5-difluorophenyl)pyridin-3-yl)-5-isopropyl-1H-pyrazole-3-carboxamide FC1(CCC(CC1)C1=NC=CC(=C1NC(=O)C1=NNC(=C1)C(C)C)C1=C(C=CC(=C1)F)F)F